CC1=C(C=2N(C=C1C1=C(C=3N=C(SC3N1)N1C[C@H](N(C[C@@H]1C)CC(C)(O)C)C)C(C)C)N=CN2)C 1-((2R,5S)-4-(5-(7,8-dimethyl-[1,2,4]triazolo[1,5-a]pyridin-6-yl)-6-isopropyl-4H-pyrrolo[3,2-d]thiazol-2-yl)-2,5-dimethylpiperazin-1-yl)-2-methylpropan-2-ol